BrC1=CC2=C(SC3=C2C=CC=C3)C(=C1)Cl 2-bromo-4-chlorodibenzo[b,d]Thiophene